6-methoxy-N-[2-(1-methylpyrrolidin-2-yl)imidazo[1,2-a]pyridin-6-yl]-1H-indole-3-carboxamide COC1=CC=C2C(=CNC2=C1)C(=O)NC=1C=CC=2N(C1)C=C(N2)C2N(CCC2)C